F[P-](F)(F)(F)(F)F.C(CCC)N1C=[N+](C=C1)C 1-butyl-3-methylimidazolium hexafluorophosphate salt